Cl.NCC1=CNC(C2=CC=C(C=C12)C=1C=NN(C1C1=C(C2=CC3=CC4=CC=CC=C4C=C3C=C2C(=C1)C)C#N)C)=O 2-(4-(4-(aminomethyl)-1-oxo-1,2-dihydroisoquinolin-6-yl)-1-methyl-1H-pyrazol-5-yl)-4-methyl-1-naphthacenecarbonitrile hydrochloride